C1(CCC1)OC=1C=CC2=C(N=C(N=C2N)NC2CCN(CC2)C)N1 7-cyclobutoxy-N2-(1-methylpiperidin-4-yl)pyrido[2,3-d]pyrimidine-2,4-diamine